Linoleylamine C(CCCCCCC\C=C/C\C=C/CCCCC)N